FC1=CC=C(C=C1)NC(=O)C1(CC1)C(=O)NC1=CC=C(C=C1)OC1=CC=NC2=CC(=C(C=C12)C=1C=NN(C1)C)OC 1-N'-(4-fluorophenyl)-1-N-[4-[7-methoxy-6-(1-methylpyrazol-4-yl)quinolin-4-yl]oxyphenyl]cyclopropane-1,1-dicarboxamide